C(C)OCC1(CCN(CC1)CC1=CC=C(C=C1)C=1SC=NN1)CCC1=CC=CC=C1 2-(4-((4-(ethoxymethyl)-4-phenethylpiperidin-1-yl)methyl)phenyl)-1,3,4-thiadiazole